6-{3-Adamantan-1-yl-4-[(tetrahydropyran-2-yloxycarbamoyl)-methoxy]Phenyl}-naphthalene-2-carboxylic acid methyl ester COC(=O)C1=CC2=CC=C(C=C2C=C1)C1=CC(=C(C=C1)OCC(NOC1OCCCC1)=O)C12CC3CC(CC(C1)C3)C2